N-(2,5-difluoro-3-(7-fluoro-3-(1H-imidazol-2-yl)-1H-indazol-6-yl)phenyl)-5-fluoro-2-methoxypyridine-3-sulfonamide FC1=C(C=C(C=C1C1=CC=C2C(=NNC2=C1F)C=1NC=CN1)F)NS(=O)(=O)C=1C(=NC=C(C1)F)OC